ClC1=C(C=CC=C1)CC(=O)NC1=CC(=C(C=C1)N1N=CC(=C1)CN(C(OC(C)(C)C)=O)CC(F)F)S(NCC1=C(C=C(C=C1)OC)OC)(=O)=O tert-Butyl {[1-(4-{[(2-chlorophenyl)acetyl]amino}-2-[(2,4-dimethoxybenzyl)sulfamoyl]phenyl)-1H-pyrazol-4-yl]methyl}(2,2-difluoroethyl)carbamate